FC(C1=CC=C(S1)CO)(F)F (5-(trifluoromethyl)thiophen-2-yl)methanol